N-(2-(2,6-dioxo-piperidin-3-yl)-1,3-dioxoisoindolin-5-yl)-3,4-difluoro-benzenesulfonamide O=C1NC(CCC1N1C(C2=CC=C(C=C2C1=O)NS(=O)(=O)C1=CC(=C(C=C1)F)F)=O)=O